4-chloro-6-methoxy-2-(2-(methoxymethyl)quinoxalin-5-yl)benzo[d]thiazole ClC1=CC(=CC2=C1N=C(S2)C2=C1N=CC(=NC1=CC=C2)COC)OC